FC1CN(CCC1N)C 3-fluoro-1-methyl-piperidin-4-amine